N1-((8-amino-6-(trifluoromethyl)quinolin-2-yl)methyl)-N2,N2-dimethylethane-1,2-diamine NC=1C=C(C=C2C=CC(=NC12)CNCCN(C)C)C(F)(F)F